FC=1C=CC(=NC1)C(CN1[C@@H](CCN2C1=NC(=CC2=O)N2[C@@H](COCC2)C)C(F)(F)F)=O (S)-9-[2-(5-Fluoro-pyridin-2-yl)-2-oxo-ethyl]-2-((R)-3-methyl-morpholin-4-yl)-8-trifluoromethyl-6,7,8,9-tetrahydro-pyrimido[1,2-a]-pyrimidin-4-one